2-methyl-7-(trifluoromethyl)imidazo[1,2-a]pyridin-6-amine CC=1N=C2N(C=C(C(=C2)C(F)(F)F)N)C1